COC1=CC=C(C=C1)C1=NOC(=N1)N1CCN(CC1)C(=O)NCCCN1CCC(CC1)CC1=NC=CC=C1 4-(3-(4-methoxyphenyl)-1,2,4-oxadiazol-5-yl)-N-(3-(4-(pyridin-2-ylmethyl)piperidin-1-yl)propyl)piperazine-1-carboxamide